benzyl (((trans)-4-hydroxypyrrolidin-3-yl)methyl)(methyl)carbamate O[C@H]1[C@@H](CNC1)CN(C(OCC1=CC=CC=C1)=O)C